tert-butyl ((1r,4r)-4-(2-(4-chloro-3-fluorophenoxy)acetamido)cyclohexyl)carbamate ClC1=C(C=C(OCC(=O)NC2CCC(CC2)NC(OC(C)(C)C)=O)C=C1)F